ClC1=NC=2C(NC=C(C2C=C1)S(=O)(=O)Cl)=O 2-chloro-8-oxo-7H-1,7-naphthyridine-5-sulfonyl chloride